C(CCC)OC1=CC=C2C3=C(C(OC2=C1)=O)C=C(C=C3)OC 3-butoxy-8-methoxy-6H-benzo[c]chromen-6-one